CCCC=C 2-methylethylethylene